tert-butyl ((2s)-1-(((5-chloro-8-hydroxyquinolin-7-yl)(pyridin-3-yl)methyl)amino)-3,3-dimethyl-1-oxobutan-2-yl)carbamate ClC1=C2C=CC=NC2=C(C(=C1)C(C=1C=NC=CC1)NC([C@H](C(C)(C)C)NC(OC(C)(C)C)=O)=O)O